CN1C=CC2=CC(=CC=C12)CCNC(CC)=O N-[2-(1-methylindol-5-yl)ethyl]propionamide